5-(dimethylsulfamoyl)thiophene-2-carboxylic acid CN(S(=O)(=O)C1=CC=C(S1)C(=O)O)C